CC1=CC(=NN1)C1(NC(=NC2=CC=CC=C12)NC1=CC=C(C=C1)Cl)N 4-(5-methyl-1H-pyrazol-3-yl)-N2-(4-chlorophenyl)quinazoline-2,4-diamine